FC1=C(C=C(C(=C1)B1OC(C(O1)(C)C)(C)C)F)NCC1=CC=C(C=C1)OC [2,5-difluoro-4-(4,4,5,5-tetramethyl-[1,3,2]dioxaborolan-2-yl)-phenyl]-(4-methoxy-benzyl)-amine